BrC=1C=C(C=NC1)N1C(NC2=C(C1=O)SC(=C2)C2=C(C=CC=C2)Cl)=O 3-(5-bromopyridin-3-yl)-6-(2-chlorophenyl)thieno[3,2-d]pyrimidine-2,4(1H,3H)-dione